cesium methylamine lead iodide [Pb](I)I.CN.[Cs]